(E)-7-(6-methyl-4,8-dioxo-1,3,6,2-dioxazaborocan-2-yl)-7-(((2,2,2-trichloroethoxy)sulfonyl)amino)hept-5-en-1-yl 4-methoxybenzoate COC1=CC=C(C(=O)OCCCC\C=C\C(NS(=O)(=O)OCC(Cl)(Cl)Cl)B2OC(CN(CC(O2)=O)C)=O)C=C1